ClC1=C(C=C(C=C1)Cl)[C@H](CCN)C1CCN(CC1)C (R)-3-(2,5-dichlorophenyl)-3-(1-methylpiperidin-4-yl)propan-1-amine